Cl.N[C@H]1[C@@H](CC2=CC=CC=C12)NC(=O)C1=CN(CCS1)C1=C2C(=NC=C1)NC=C2 N-((1R,2R)-1-amino-2,3-dihydro-1H-inden-2-yl)-4-(1H-pyrrolo[2,3-b]pyridin-4-yl)-3,4-dihydro-2H-1,4-thiazine-6-carboxamide hydrochloride